N-((3S,4R)-4-((6-(2,6-dichloro-3,5-dimethoxyphenyl)-8-(oxetan-3-ylamino)pyrido[3,4-d]pyrimidin-2-yl)amino)-1-(2-(dimethylamino)ethyl)pyrrolidin-3-yl)acrylamide ClC1=C(C(=C(C=C1OC)OC)Cl)C1=CC2=C(N=C(N=C2)N[C@H]2[C@H](CN(C2)CCN(C)C)NC(C=C)=O)C(=N1)NC1COC1